FC1=C(C(=CC(=C1)C(=O)OC)F)C=1N=C2N(C=CC(=C2)C)C1 2-(2,6-difluoro-4-(methoxycarbonyl)phenyl)-7-methylimidazo[1,2-a]pyridine